3-chlorobenzoylcaprolactam ClC=1C=C(C(=O)C2C(=O)NCCCC2)C=CC1